(3S,4R,5R,6S)-azepane-3,4,5,6-tetrol hydrochloride salt Cl.N1C[C@@H]([C@H]([C@@H]([C@H](C1)O)O)O)O